N(CCCO)CCCO 3,3'-azanediylbis(propan-1-ol)